N1C=C(C2=CC=CC=C12)C1=NC=NC=C1 4-(1H-indol-3-yl)pyrimidin